(2,3,4,5,6-pentafluorophenyl) 2,2,2-trifluoroacetate FC(C(=O)OC1=C(C(=C(C(=C1F)F)F)F)F)(F)F